1-((1Z,5Z,9E)-cyclododeca-1,5,9-trien-1-yl)ethan-1-one C\1(=C/CC\C=C/CC\C=C\CC1)/C(C)=O